N[C@H]1C(=CC2=CC=C(C=C12)C1CCCCC1)O (1R,2S)-1-amino-6-cyclohexyl-2-indenol